3,4-dimethyl-N-[(4-methylsulfonylphenyl)methyl]pyrimido[4',5':4,5]thieno[2,3-c]pyridazin-8-amine CC1=C(C2=C(N=N1)SC1=C2N=CN=C1NCC1=CC=C(C=C1)S(=O)(=O)C)C